dihydro-1,5-naphthyridine-2-carbonitrile N1C(C=CC2=NC=CC=C12)C#N